1H-benzo[d]Imidazol-3-ium chloride [Cl-].N1C=[NH+]C2=C1C=CC=C2